3-acetamido-6-chloro-pyridine-2-carboxylic acid ethyl ester C(C)OC(=O)C1=NC(=CC=C1NC(C)=O)Cl